1-((2R,3R,4R,5R,6R)-4,5-dihydroxy-6-(hydroxymethyl)-2-methoxytetrahydro-2H-pyran-3-yl)-3-(2-(prop-2-yn-1-yloxy)ethyl)urea O[C@@H]1[C@H]([C@@H](O[C@@H]([C@@H]1O)CO)OC)NC(=O)NCCOCC#C